O[C@@H]([C@H](C(=O)O)C)CCCCC=C (2R,3R)-3-hydroxy-2-methyl-non-8-enoic acid